4-deuterio-2,3-dihydroquinoline-1-carboxylate [2H]C1CCN(C2=CC=CC=C12)C(=O)[O-]